ClC=1N=C(SC1)C1=NOC(=N1)C=1C=C2C(=NC1)OC([C@@H](C2)O)(C)C (R)-6-(3-(4-chlorothiazol-2-yl)-1,2,4-oxadiazol-5-yl)-2,2-dimethyl-3,4-dihydro-2H-pyrano[2,3-b]pyridin-3-ol